2-(TRIFLUOROMETHOXY)BENZYLISOCYANIDE FC(OC1=C(C[N+]#[C-])C=CC=C1)(F)F